N-(2-fluoro-4-(4,4,5,5-tetramethyl-1,3,2-dioxaborolan-2-yl)benzyl)-5-(trifluoromethyl)benzo[d]isoxazol-3-amine FC1=C(CNC2=NOC3=C2C=C(C=C3)C(F)(F)F)C=CC(=C1)B1OC(C(O1)(C)C)(C)C